ClC1=C(C=C(OCC(=O)NC23CC(C2)(C3)NC(COC3=CC(=C(C=C3)OC(F)(F)F)F)=O)C=C1)F 2-(4-chloro-3-fluorophenoxy)-N-(3-{2-[3-fluoro-4-(trifluoromethoxy)phenoxy]acetylamino}bicyclo[1.1.1]pentan-1-yl)acetamide